N1=NC(=CC2=C1C1=C(CCC2)C=CC=C1)N1N=C(N=C1N)NC=1C=NC(=CC1)\C=C\CN1CCC(CC1)N(C)C 1-(6,7-dihydro-5H-benzo[6,7]cyclohepta[1,2-c]pyridazin-3-yl)-N3-(6-(3-(4-dimethylaminopiperidin-1-yl)-(E)-propenyl)pyridin-3-yl)-1H-1,2,4-triazole-3,5-diamine